NC1=NC=2C=NC(=CC2C2=C1COC2)C(=O)N(C(C)C)CC2=NC(=C(C=C2)OC)Cl 4-amino-N-((6-chloro-5-methoxy-2-pyridinyl)methyl)-N-(2-propanyl)-1,3-dihydrofuro[3,4-c][1,7]naphthyridine-8-carboxamide